[N-](S(=O)(=O)C(F)(F)F)S(=O)(=O)C(F)(F)F.C(C=C)(=O)OCC[N+](C)(C)C acryloyloxyethyltrimethylammonium Bis(trifluoromethanesulfonyl)imide